Fmoc-N-trityl-L-glutaminylalaninoate C(=O)(OCC1C2=CC=CC=C2C2=CC=CC=C12)N([C@@H](CCC(N)=O)C(=O)N[C@@H](C)C(=O)[O-])C(C1=CC=CC=C1)(C1=CC=CC=C1)C1=CC=CC=C1